2-(2,2,2-trifluoroethyl)-2H-indazole FC(CN1N=C2C=CC=CC2=C1)(F)F